Cl.C(C)(C)(C)NC[C@H](O)C1=C2C=NNC2=C(C=C1)F (R)-2-(tert-butylamino)-1-(7-fluoro-1H-indazol-4-yl)ethan-1-ol HCl salt